1-Methyl-7-(2-methyl-4-(8-methyl-6-(trifluoromethyl)-1,5-naphthyridin-2-yl)phenyl)-6,7-dihydro-1H-pyrazolo[3,4-f][1,4]oxazepin-8(5H)-on CN1N=CC2=C1C(N(CCO2)C2=C(C=C(C=C2)C2=NC1=C(C=C(N=C1C=C2)C(F)(F)F)C)C)=O